N-(3-dimethylaminopropan-1-yl)perfluoro-1-hexane-sulfonamide CN(CCCNS(=O)(=O)C(C(C(C(C(C(F)(F)F)(F)F)(F)F)(F)F)(F)F)(F)F)C